C(CCCCCCC)NC(=S)NCCCCCCCC 1,3-dioctyl-2-thiourea